O[C@@H]1CN(CCC1)[C@H]1CN(CC1)C(=O)OC(C)(C)C tert-Butyl (R)-3-((S)-3-hydroxypiperidin-1-yl)pyrrolidine-1-carboxylate